(4-(benzyloxy)phenoxy)-1-(3-fluoropropyl)azetidine C(C1=CC=CC=C1)OC1=CC=C(OC2N(CC2)CCCF)C=C1